CC1(CCC=2C(=NNC2C1)C=1NC2=CC(=CC=C2C1)C(=O)N1CCN(CC1)CCC1CCN(CC1)C1=NC=CC(=C1)C1C(NC(CC1)=O)=O)C 3-(2-(4-(2-(4-(2-(6,6-dimethyl-4,5,6,7-tetrahydro-1H-indazol-3-yl)-1H-indole-6-carbonyl)piperazin-1-yl)ethyl)piperidin-1-yl)pyridin-4-yl)piperidine-2,6-dione